CN(C)CN(C)C N,N,N',N'-tetramethylmethanediamine